4,4'-bis(styryl)biphenyl C(=CC1=CC=CC=C1)C1=CC=C(C=C1)C1=CC=C(C=C1)C=CC1=CC=CC=C1